O[C@@H]1C2(CC2)CCN(C1)C(=O)C1=CC=C2N=CC(=NC2=C1)C=1C=C2C=CN(C(C2=CC1)=O)C 6-(7-(((4R)-4-hydroxy-6-azaspiro[2.5]octan-6-yl)carbonyl)-2-quinoxalinyl)-2-methyl-1(2H)-isoquinolinone